ClC1=NC(=C2C(=N1)NN=C2)O 6-chloro-1H-pyrazolo[3,4-d]Pyrimidine-4-ol